C(C)(C)(C)S(=O)NC(C)C1=CC(=NC=C1)NC(OC(C)(C)C)=O tert-butyl (4-(1-((tert-butylsulfinyl)amino)ethyl)pyridin-2-yl)carbamate